NC1CN(CCC1)C(CCN1CCN(CC1)C1=C2C(N(C(C2=CC=C1)=O)C1C(NC(CC1)=O)=O)=O)=O 4-(4-(3-(3-aminopiperidin-1-yl)-3-oxopropyl)piperazin-1-yl)-2-(2,6-dioxopiperidin-3-yl)isoindoline-1,3-dione